[C@@H]1([C@@H](O)[C@H](O)[C@H](O)[C@@H](O1)C)OCCCC(=O)N {2-[(α-L-fucopyranosyl)oxy]ethyl}acetamide